2-([1,1':3',1'':3'',1''':4''',1''''-quinquephenyl]-5''-yl)-4,4,5,5-tetramethyl-1,3,2-dioxaborolane C1(=CC=CC=C1)C1=CC(=CC=C1)C1=CC(=CC(=C1)B1OC(C(O1)(C)C)(C)C)C1=CC=C(C=C1)C1=CC=CC=C1